(3R,4R)-5-(3-amino-4-fluoropiperidin-1-yl)-9-(5-(difluoromethyl)-1,3,4-thiadiazol-2-yl)-N-(1-methylcyclopropyl)-9H-benzo[d]imidazo[1,2-a]imidazole-7-sulfonamide N[C@@H]1CN(CC[C@H]1F)C1=CC(=CC=2N(C=3N(C21)C=CN3)C=3SC(=NN3)C(F)F)S(=O)(=O)NC3(CC3)C